NC=1C=C(C=C(C1)N)C(=O)OCCC propyl 3,5-diaminophenylcarboxylate